C1(CC1)C1=C(C=CC=C1)C1=NC=CC(C1)=O 2-(2-cyclopropylphenyl)-4-oxo-3,4-dihydropyridine